C(CC)C1=C(C(=C(C(=C1C1CCCCC1)C1CCCCC1)OC)F)F 4-propyl-dicyclohexyl-2,3-difluoroanisole